Cl.CC=1C=C(OCCCCCC2=CC=C(C=C2)NC(=O)N2CCNCC2)C=C(C1)C N-(4-(5-(3,5-dimethylphenoxy)pentyl)phenyl)piperazine-1-carboxamide hydrochloride